BrC1=NN2C(C(N[C@@H](C2)C)=O)=C1NC1=C(C(=CC=C1)Cl)OC (6R)-2-bromo-3-[(3-chloro-2-methoxyphenyl)amino]-6-methyl-5H,6H,7H-pyrazolo[1,5-a]pyrazin-4-one